C(C)(=O)N1CCN(CC1)CC1=C(C=C(C=C1)NC(=O)NC=1SC(=C(N1)C)C1=NC(=NC=C1)NCC)C(F)(F)F 1-(4-((4-Acetylpiperazin-1-yl)methyl)-3-(trifluoromethyl)phenyl)-3-(5-(2-(ethylamino)pyrimidin-4-yl)-4-methylthiazol-2-yl)urea